3-(1'-((4-(4'-bromo-5'-oxo-5'H-spiro[cyclohexane-1,7'-indolo[1,2-a]quinazolin]-10'-yl)cyclohexyl)methyl)-3H-spiro[benzofuran-2,4'-piperidin]-5-yl)piperidine-2,6-dione BrC=1C=2C(N=C3N(C2C=CC1)C1=CC(=CC=C1C31CCCCC1)C1CCC(CC1)CN1CCC3(CC1)OC1=C(C3)C=C(C=C1)C1C(NC(CC1)=O)=O)=O